pyrazole-3,5-Dicarboxylic acid monohydrate O.N1N=C(C=C1C(=O)O)C(=O)O